OC[C@@H]1N(C[C@@H]([C@H]([C@@H]1O)O)O)CC1CCC2(CC2)CC1 (2S,3R,4R,5S)-2-(hydroxymethyl)-1-(spiro[2.5]oct-6-ylmethyl)piperidine-3,4,5-triol